6-[(1H-indol-6-yl)amino]-4-{[6-(trifluoromethyl)pyridin-3-yl]amino}pyridine-2-carbonitrile N1C=CC2=CC=C(C=C12)NC1=CC(=CC(=N1)C#N)NC=1C=NC(=CC1)C(F)(F)F